O=C1NC(CCC1NC=1C=CC(=C(C1)S(=O)(=O)F)C1CCNCC1)=O 5-[(2,6-dioxo-3-piperidyl)amino]-2-(4-piperidyl)benzenesulfonyl fluoride